3-[3-(4-Fluoro-benzyl)-3H-imidazo[4,5-b]pyridin-2-yl]-N-[(S)-1-(4-morpholin-4-yl-phenyl)-ethyl]-propionamide FC1=CC=C(CN2C(=NC=3C2=NC=CC3)CCC(=O)N[C@@H](C)C3=CC=C(C=C3)N3CCOCC3)C=C1